2-(4-(4-(1-(5-chloropyrimidin-2-yl)-4-methylpiperidin-4-yl)butoxy)-2-fluorophenyl)acetic acid ClC=1C=NC(=NC1)N1CCC(CC1)(C)CCCCOC1=CC(=C(C=C1)CC(=O)O)F